(5Z)-2-{[2-(dimethylamino)ethyl]amino}-5-[(1-methyl-5-nitro-1H-imidazol-2-yl)methylene]thiazol-4(5H)-one CN(CCNC=1S\C(\C(N1)=O)=C/C=1N(C(=CN1)[N+](=O)[O-])C)C